C1(=CC=CC=C1)C=1C=CC=2N(C3=CC=C(C=C3C2C1)C1=CC=CC=C1)C1=C(C#N)C(=C(C(=C1N1C2=CC=C(C=C2C=2C=C(C=CC12)C1=CC=CC=C1)C1=CC=CC=C1)C#N)N1C2=CC=C(C=C2C=2C=C(C=CC12)C1=CC=CC=C1)C1=CC=CC=C1)N1C2=CC=C(C=C2C=2C=C(C=CC12)C1=CC=CC=C1)C1=CC=CC=C1 2,3,5,6-tetrakis(3,6-diphenyl-9H-carbazol-9-yl)terephthalonitrile